C(C)(=O)N1[C@H]([C@@H]([C@H](C2=CC(=CC=C12)C(=O)NCCO)NC1=NC=CC(=C1)C)C)C1CC1 (2S,3R,4R)-1-acetyl-2-cyclopropyl-N-(2-hydroxyethyl)-3-methyl-4-((4-methylpyridin-2-yl)amino)-1,2,3,4-tetrahydroquinoline-6-carboxamide